N[C@@H]1[C@@H](OCC12CCN(CC2)C=2N=CC(=NC2)SC=2C(=C(C=CC2)NC(=O)NS(=O)(=O)N2CCOCC2)Cl)C N-((3-((5-((3S,4S)-4-amino-3-methyl-2-oxa-8-aza-spiro[4.5]decan-8-yl)pyrazin-2-yl)thio)-2-chloro-phenyl)carbamoyl)morpholine-4-sulfonamide